CC[C@@H]1[C@@H](/C=C/C(=O)[C@@H](C[C@@H]([C@@H]([C@H](C(=O)[C@H](C(=O)O1)C)C)O)C)C)C The molecule is a 14-membererd macrolide containing seven stereocentres carrying one ethyl, one hydroxy and five methyl substituents. It is the aglycone of the antibiotic narbonomycin and an intermediate in the biosynthesis of pikromycin. It has a role as a metabolite. It is a macrolide and an enone.